(1-(phenylsulfonyl)piperidin-4-yl)methylamine C1(=CC=CC=C1)S(=O)(=O)N1CCC(CC1)CN